7-methyl-1-(4-(morpholinylmethyl)phenyl)-1,4-dihydrothiochromeno[4,3-c]pyrazole-3-carboxylic acid ethyl ester 5,5-dioxide C(C)OC(=O)C=1C2=C(N(N1)C1=CC=C(C=C1)CN1CCOCC1)C=1C=CC(=CC1S(C2)(=O)=O)C